CC=1NC(C2=C(N1)C=NC(=C2)N2[C@H]1CN([C@@H](C2)CC1)C)=O 2-methyl-6-((1R,4R)-5-methyl-2,5-diazabicyclo[2.2.2]octan-2-yl)pyrido[3,4-d]pyrimidin-4(3H)-one